(rac)-(2s,4s)-2-(1-Phenyl-3-azabicyclo[4.1.0]heptan-3-carbonyl)-7-oxa-5-azaspiro[3.4]octan-6-on C1(=CC=CC=C1)C12CN(CCC2C1)C(=O)C1CC2(C1)NC(OC2)=O